FC(C=1C(=C(C=CC1)[C@@H](C)NC=1C2=C(N=C(N1)C)N=C(C(=C2)C2(CC2)C#N)N2CCOCC2)F)F (R)-1-(4-((1-(3-(difluoromethyl)-2-fluorophenyl)ethyl)amino)-2-methyl-7-morpholinopyrido[2,3-d]pyrimidin-6-yl)cyclopropane-1-carbonitrile